2-((3-chloro-2-fluorophenyl)amino)nicotinamide ClC=1C(=C(C=CC1)NC1=C(C(=O)N)C=CC=N1)F